chloro-4-((1S,4S)-5-methyl-2,5-diazabicyclo[2.2.1]heptan-2-yl)aniline ClNC1=CC=C(C=C1)N1[C@@H]2CN([C@H](C1)C2)C